C1(=CC=CC=C1)CCCNC(=O)C12CC3(CC(CC(C1)C3)C2)C2=CC=C(C=C2)Cl 3-(4-Chloro-phenyl)-adamantane-1-carboxylic acid (3-phenyl-propyl)-amide